4-hydroxypiperidine hydrochloride Cl.OC1CCNCC1